N1=C2C(=NC(=C1)C(C(=O)OC)N=C(C1=CC=CC=C1)C1=CC=CC=C1)OCCC2 methyl 2-(7,8-dihydro-6H-pyrano[2,3-b]pyrazin-3-yl)-2-((diphenylmethylene)amino)acetate